5-((S)-(((S)-tert-butylsulfinyl)amino)(cyclopentyl)methyl)-N-hydroxythiophene-3-carboximidamide C(C)(C)(C)[S@](=O)N[C@H](C1=CC(=CS1)C(NO)=N)C1CCCC1